bis(3-triethoxysilylpropyl)disulfan C(C)O[Si](CCCSSCCC[Si](OCC)(OCC)OCC)(OCC)OCC